1-(3-((tert-butoxycarbonyl)-amino)propyl)-2-methyl-1H-pyrazol-2-ium C(C)(C)(C)OC(=O)NCCCN1[N+](=CC=C1)C